ClC=1SC(=C(N1)Cl)S(=O)(=O)Cl 2,4-dichlorothiazole-5-sulfonyl chloride